1-hydroxy-2-methyl-3-benzyl-4(1H)-quinolinone ON1C(=C(C(C2=CC=CC=C12)=O)CC1=CC=CC=C1)C